C(CCCCC)C(C(=O)O)(CCCC(=O)O)CCCCCC.C(CCCCC(=O)OCCCCCC)(=O)OCCCCCC dihexyl adipate (dihexyladipate)